1,1,1-Trifluoro-N-{2-[(3S,4R)-4-hydroxy-3-(thiophen-2-ylmethyl)-3,4-dihydro-2H-chromen-7-yl]phenyl}methansulfonamid FC(S(=O)(=O)NC1=C(C=CC=C1)C1=CC=C2[C@@H]([C@H](COC2=C1)CC=1SC=CC1)O)(F)F